(R)-4-((R)-3-(difluoromethyl)pyrrolidine-1-yl)butane FC([C@H]1CN(CC1)CCCC)F